methyl 5-methyl-2-furoate Methyl-5-methyl-2-furoate COC(=O)C=1OC(=CC1)C.CC1=CC=C(O1)C(=O)OC